[N+](=O)([O-])C=1C=C(C=CC1NCC1=CC=CC=C1)C=1C(CC(NN1)=O)C 6-(3-nitro-4-benzylaminophenyl)-4,5-dihydro-5-methyl-3(2H)-pyridazinone